C(C)(C)(C)OC(=O)C1(CC(C2=CC=CC(=C2C1)OC(F)(F)F)CC(=O)O)C(=O)OC(C)(C)C 2-(3,3-bis(tert-butoxycarbonyl)-5-(trifluoromethoxy)-1,2,3,4-tetrahydronaphthalen-1-yl)acetic acid